ClC1=CC=C(C=C1)[C@@]1([C@H](C1)C1=CC=C(C=C1)C(=O)OC)C(=O)O (1R,2R)-1-(4-chlorophenyl)-2-(4-(methoxycarbonyl)phenyl)cyclopropane-1-carboxylic acid